ClC(F)(Cl)SN(C1=CC=C(C=C1)C)S(=O)(=O)C N-[dichloro(fluoro)methyl]sulfanyl-N-(methylsulfonyl)-4-methylaniline